tert-Butyl 3-(methylsulfonamidomethyl)azetidine-1-carboxylate CS(=O)(=O)NCC1CN(C1)C(=O)OC(C)(C)C